1-cyclobutylmethyl-3-(4-methoxy-benzyl)-9,12-dioxa-1,3-diaza-dispiro[4.2.4.2]tetradecan-2-one C1(CCC1)CN1C(N(CC12CCC1(OCCO1)CC2)CC2=CC=C(C=C2)OC)=O